C1(CC1)C=1NC(C=C(N1)C(=O)NC=1C=C(C=CC1)C1=C(C=CC=C1)C1=NN=CN1C)=O 2-Cyclopropyl-N-(2'-(4-methyl-4H-1,2,4-triazol-3-yl)-[1,1'-biphenyl]-3-yl)-6-oxo-1,6-dihydropyrimidine-4-carboxamide